FC=1C(=C(C=CC1F)[C@H]1[C@@H](O[C@]([C@H]1C)(C(F)(F)F)C)C(=O)NC1=CC(=NC=C1)C(=O)N)C 4-((2R,3S,4S,5R)-3-(3,4-difluoro-2-methylphenyl)-4,5-dimethyl-5-(trifluoromethyl)tetrahydrofuran-2-carboxamido)picolinamide